CC1([C@H](CC2=CC=CC=C12)NC=1C=CC(=NC1)[C@@H](C(F)(F)F)N1C(C2(CC1)CCN(CC2)C(=O)N(C)C)=O)C 2-((S)-1-(5-(((S)-1,1-Dimethyl-2,3-dihydro-1H-inden-2-yl)amino)pyridin-2-yl)-2,2,2-trifluoroethyl)-N,N-dimethyl-1-oxo-2,8-diazaspiro[4.5]decane-8-carboxamide